C(C)(C)(C)OC(=O)N(C1=C2N=CN(C2=NC=N1)C[C@H]1OC1)C(=O)OC(C)(C)C N6,N6-Bis(tert-butoxycarbonyl)-9-{[(2R)-oxiran-2-yl]methyl}adenine